thiobis(eicosanediol) S(CCCCCCCCCCCCCCCCCCCC(O)O)CCCCCCCCCCCCCCCCCCCC(O)O